(3-butyl-1,5,7-trichloro-9H-carbazol-9-yl)-2-(1,3-dioxoisoindolin-2-yl)propionic acid C(CCC)C=1C=C(C=2N(C3=CC(=CC(=C3C2C1)Cl)Cl)C(C(=O)O)(C)N1C(C2=CC=CC=C2C1=O)=O)Cl